4-(heptadecylamino)cyclobut-3-ene-1,2-dione C(CCCCCCCCCCCCCCCC)NC1=CC(C1=O)=O